N-(2-((4-(((3-(1H-Imidazol-1-yl)benzyl)((1-methyl-1H-indazol-5-yl)methyl)amino)methyl)benzyl)carbamoyl)-4,5-dimethoxyphenyl)-4-oxo-4H-chromene-2-carboxamide N1(C=NC=C1)C=1C=C(CN(CC=2C=C3C=NN(C3=CC2)C)CC2=CC=C(CNC(=O)C3=C(C=C(C(=C3)OC)OC)NC(=O)C=3OC4=CC=CC=C4C(C3)=O)C=C2)C=CC1